3-(3-chloro-4-fluorophenyl)-1-(6-methoxypyridin-3-yl)-1-((4,5,6,7-tetrahydro-1H-indazol-3-yl)methyl)urea ClC=1C=C(C=CC1F)NC(N(CC1=NNC=2CCCCC12)C=1C=NC(=CC1)OC)=O